OC(N(CC)C)CC1=CNC2=CC=CC=C12 hydroxy-N-methyl-N-ethyltryptamine